COC(C1=C(C=CC(=C1)F)N1C2COCC1CC2)=O 5-fluoro-2-(3-oxa-8-azabicyclo[3.2.1]oct-8-yl)benzoic acid methyl ester